CC1=CC=C(C(=N1)C(=O)O)NC(C)C=1C=C(C=C2C(C=C(OC12)C1=NN(C2=CC=CC=C12)C)=O)C 6-Methyl-3-[1-[6-methyl-2-(1-methylindazol-3-yl)-4-oxo-chromen-8-yl]ethylamino]pyridine-2-carboxylic acid